ethyl 2-[5-[[tert-butoxycarbonyl(methyl)amino]methyl]-4-chloro-6-oxo-pyridazin-1-yl]acetate C(C)(C)(C)OC(=O)N(C)CC1=C(C=NN(C1=O)CC(=O)OCC)Cl